CC1OC(CN(C1)C1=C(C=C(C=C1)C1(CCC(CC1)(N)C)N)F)C 1-(4-(2,6-dimethylmorpholino)-3-fluorophenyl)-4-methylcyclohexane-1,4-diamine